2-Chloro-N-[1-(6-cyclopropylpyridin-3-yl)-1H-indazol-4-yl]-5-{[(2,2-dimethylpropanoyl)amino]methyl}benzamide ClC1=C(C(=O)NC2=C3C=NN(C3=CC=C2)C=2C=NC(=CC2)C2CC2)C=C(C=C1)CNC(C(C)(C)C)=O